N1C(NCC=C1)=S dihydropyrimidinethione